benzyl (3S)-4-[[1-[(1-tert-butoxycarbonyl-4-fluoro-4-piperidyl)methyl]-4-piperidyl]methyl]-3-methyl-piperazine-1-carboxylate C(C)(C)(C)OC(=O)N1CCC(CC1)(F)CN1CCC(CC1)CN1[C@H](CN(CC1)C(=O)OCC1=CC=CC=C1)C